O[C@H]1[C@H]2[C@@H]3CC[C@H]([C@@H](CCCC(CO)C)C)[C@]3(CC[C@@H]2[C@]2(CC[C@@H](CC2=C1)O)C)C 7α,26-dihydroxycholesterol